(1S,2S)-N-(5-((5-cyclopropyl-7-(3-methyl-2,4-dioxoimidazolidin-1-yl)pyrazolo[1,5-a]pyridin-2-yl)methoxy)pyridazin-3-yl)-2-(4-methylpyrimidin-2-yl)cyclopropane-1-carboxamide C1(CC1)C1=CC=2N(C(=C1)N1C(N(C(C1)=O)C)=O)N=C(C2)COC=2C=C(N=NC2)NC(=O)[C@@H]2[C@H](C2)C2=NC=CC(=N2)C